O=C1NC([C@](N1)(C=1N=CSC1)CNC(=O)C=1C(=CC=CC1)C1=CC=C(C=C1)C(F)(F)F)=O |r| rac-N-{[2,5-dioxo-4-(1,3-thiazol-4-yl)imidazolidin-4-yl]methyl}4'-(trifluoromethyl)[biphenyl]-2-carboxamide